C(C)N(CCOC1=CC=C(C=C1)NC1=NC=C(C(=N1)N1OCCC1C1=CC=CC=C1)C(F)(F)F)CC N-(4-(2-(diethylamino)ethoxy)phenyl)-4-(3-phenylisoxazolidin-2-yl)-5-(trifluoromethyl)pyrimidin-2-amine